CC1=C(C(=CC(=C1)N(C)C)C)N=CC1(C(C=C(CC1)C)C)C N-(2,6-dimethyl-4-dimethylaminophenyl)-1-(1,2,4-trimethylcyclohex-3-en-1-yl)methanimine